C(C1=CC=CC=C1)SC1=C(C(=O)N(C)C)C=CC(=C1)C#N 2-(benzylthio)-4-cyano-N,N-dimethylbenzamide